4-((4-((benzyloxy)methyl)-2-oxabicyclo[2.1.1]hexan-1-yl)methoxy)-2-cyclopropylpyrimidine-5-carbonitrile C(C1=CC=CC=C1)OCC12COC(C1)(C2)COC2=NC(=NC=C2C#N)C2CC2